4-{(4-hydroxyphenyl)-[2-(hydroxymethyl)phenyl]methyl}phenolate OC1=CC=C(C=C1)C(C1=CC=C(C=C1)[O-])C1=C(C=CC=C1)CO